(2R)-2-[(1S)-1,2-dihydroxyethyl]-3-hydroxy-4-[(2R,3R,4S,5S,6R)-3,4,5-trihydroxy-6-(hydroxymethyl)oxan-2-yl]oxy-2H-furan-5-one O[C@@H](CO)[C@H]1OC(C(=C1O)O[C@H]1O[C@@H]([C@H]([C@@H]([C@H]1O)O)O)CO)=O